C(C(O)C)(=O)OCC Ethyl lactate